OC(CNC1=C2CCN(C2=CC=C1)C(=O)OC(C)(C)C)(C)C tert-butyl 4-((2-hydroxy-2-methylpropyl)amino)indoline-1-carboxylate